7-[[5-[(3S)-3-(1-hydroxy-1-methyl-ethyl)-1-piperidyl]-2-pyridyl]amino]-4-imidazo[1,2-a]pyrimidin-3-yl-2,3-dihydropyrrolo[3,4-c]pyridin-1-one OC(C)(C)[C@@H]1CN(CCC1)C=1C=CC(=NC1)NC=1C2=C(C(=NC1)C1=CN=C3N1C=CC=N3)CNC2=O